4-((7-(trifluoromethyl)-1,5-naphthyridin-4-yl)oxy)aniline FC(C1=CN=C2C(=CC=NC2=C1)OC1=CC=C(N)C=C1)(F)F